(7-(butylamino)-1-((4-methoxy-6-(piperidin-4-yl)pyridin-3-yl)methyl)-1H-pyrazolo[4,3-d]Pyrimidin-5-yl)carbamic acid methyl ester hydrochloride Cl.COC(NC=1N=C(C2=C(N1)C=NN2CC=2C=NC(=CC2OC)C2CCNCC2)NCCCC)=O